C[Si](CC)(CC)Cl methyl-diethyl-silyl chloride